The molecule is an N-acyl-4-hydroxy-15-methylhexadecasphinganine-1-phosphocholine in which the acyl group has 18 carbons and 0 double bonds. It is a N-acyl-4-hydroxy-15-methylhexadecasphinganine-1-phosphocholine and a 15-methylhexadecaphytosphingosine. CCCCCCCCCCCCCCCCCC(=O)N[C@@H](COP(=O)([O-])OCC[N+](C)(C)C)[C@@H]([C@@H](CCCCCCCCCCC(C)C)O)O